CN1CC(C1)(C)[C@@](C=1C=C(C=NC1)C1=NOC(=N1)C1CC(N(C1)C1=CC=CC=C1)=O)(C1=CC=C(C=C1)C(C)C)O 4-(3-{5-[(R)-(1,3-dimethyl-azetidin-3-yl)-hydroxy-(4-isopropyl-phenyl)-methyl]-pyridin-3-yl}-[1,2,4]Oxadiazol-5-yl)-1-phenyl-pyrrolidin-2-one